stearamidopropyl-butylamine C(CCCCCCCCCCCCCCCCC)(=O)NCCCNCCCC